ClCC(CN1C(=NC=C1[N+](=O)[O-])C)O alpha-chloromethyl-2-methyl-5-nitroimidazole-1-ethanol